C(C1=CC=CC=C1)C=1NC(=NN1)C(=O)N[C@H]1CC2(CC2)C2=C(N(C1=O)C)C=CC=C2 (S)-5-benzyl-N-(1-methyl-2-oxo-1,2,3,4-tetrahydrospiro[benzo[b]azepin-5,1'-cyclopropane]-3-yl)-4H-1,2,4-triazole-3-carboxamide